OC1(CCN(CC1)C(=O)OC(C)(C)C)CCCC=O tert-Butyl 4-hydroxy-4-(4-oxobutyl)piperidine-1-carboxylate